FC=1C=C(CNC(=O)C2=C3NC=NC3=NC=N2)C=C(C1)C=1C=NN(C1)C N-(3-fluoro-5-(1-methyl-1H-pyrazol-4-yl)benzyl)-7H-purine-6-carboxamide